1,3,4-trimethyl-1H-pyrazole-5-carboxylic acid CN1N=C(C(=C1C(=O)O)C)C